6-(1-cyclopropyl-1H-pyrazol-4-yl)-N-(5-(2-(3,3-dimethylazetidin-1-yl)acetamido)-2-methylpyridin-3-yl)pyrazolo[1,5-a]pyrazine-3-carboxamide C1(CC1)N1N=CC(=C1)C=1N=CC=2N(C1)N=CC2C(=O)NC=2C(=NC=C(C2)NC(CN2CC(C2)(C)C)=O)C